2-amino-N4-(2-aminoethyl)-N4-n-propyl-N8-(5,6,7,8-tetrahydro-1,6-naphthyridin-3-yl)-3H-benzo[b]azepine-4,8-dicarboxamide NC=1CC(=CC2=C(N1)C=C(C=C2)C(=O)NC=2C=NC=1CCNCC1C2)C(=O)N(CCC)CCN